ClC=1N=NC(=CC1C(=O)N(C)CC=1C(=NOC1C)C)Cl 3,6-dichloro-N-[(3,5-dimethyl-1,2-oxazol-4-yl)methyl]-N-methylpyridazine-4-carboxamide